C(C1=CC=CC=C1)O[C@H]1C(N([C@@H]([C@@H]([C@@H]1OCC1=CC=CC=C1)OCC1=CC=CC=C1)COCC1=CC=CC=C1)O)P(C1=CC=CC=C1)(C1=CC=CC=C1)=O ((3R,4S,5S,6R)-3,4,5-tris(benzyloxy)-6-((benzyloxy)methyl)-1-hydroxypiperidin-2-yl)diphenylphosphine oxide